4-(8-amino-3-(1-(4-methoxybut-2-enoyl)piperidin-2-yl)imidazo[1,5-a]Pyrazin-1-yl)-2-methoxy-N-(4-propylpyridin-2-yl)benzamide NC=1C=2N(C=CN1)C(=NC2C2=CC(=C(C(=O)NC1=NC=CC(=C1)CCC)C=C2)OC)C2N(CCCC2)C(C=CCOC)=O